9-methyl-6-(morpholin-4-yl)-2-(1-phenyl-1H-pyrazol-3-yl)-8-(pyridin-4-yl)-9H-purine CN1C2=NC(=NC(=C2N=C1C1=CC=NC=C1)N1CCOCC1)C1=NN(C=C1)C1=CC=CC=C1